C(C1=CC=CC=C1)OC=1C=C(C=C(C1)C=1C=NN(C1)C)[C@@H](C)NC(C1=C(C=CC(=C1)N1CCN(CC1)C)C)=O N-[(1R)-1-[3-Benzyloxy-5-(1-methylpyrazol-4-yl)phenyl]ethyl]-2-methyl-5-(4-methylpiperazin-1-yl)benzamide